2-(3-(dimethylamino)-2-hydroxypropyl)isoindoline-1,3-dione CN(CC(CN1C(C2=CC=CC=C2C1=O)=O)O)C